[Si](C)(C)(C(C)(C)C)OC[C@](CCCC)(C)NS(=O)(=O)C(C)(C)C (S)-N-((R)-1-((tert-butyldimethylsilyl)oxy)-2-methylhexan-2-yl)-2-methylpropan-2-sulfonamide